5-(bromomethyl)-3-(2-(2,2-dimethyl-5-oxo-1,3-dioxapentan-4-yl)ethyl)-1-methyl-Imidazoline-2,4-dione BrCC1C(N(C(N1C)=O)CCC(OC(O)(C)C)C=O)=O